4-(2-pyridyloxy)piperidine N1=C(C=CC=C1)OC1CCNCC1